2-Chloro-4-((3R)-8-(4-(4-((4-(3-((2,6-dioxopiperidin-3-yl)amino)phenyl)piperidin-1-yl)methyl)piperidine-1-carbonyl)phenyl)-3-methyl-2,8-diazaspiro[4.5]decan-2-yl)benzonitrile ClC1=C(C#N)C=CC(=C1)N1CC2(C[C@H]1C)CCN(CC2)C2=CC=C(C=C2)C(=O)N2CCC(CC2)CN2CCC(CC2)C2=CC(=CC=C2)NC2C(NC(CC2)=O)=O